(4'-chloro-[1,1'-biphenyl]-3-yl)(3-methoxy-4-(4-methyl-1H-imidazol-1-yl)phenyl)methanone ClC1=CC=C(C=C1)C1=CC(=CC=C1)C(=O)C1=CC(=C(C=C1)N1C=NC(=C1)C)OC